N[C@@H]1[C@@H](C[C@H](OC1)C(=O)N1[C@H](C2=CC=CC=C2CC1)C1=CC=C(C=C1)F)O ((2S,4R,5S)-5-amino-4-hydroxytetrahydro-2H-pyran-2-yl)((S)-1-(4-fluorophenyl)-3,4-dihydroisoquinolin-2(1H)-yl)methanone